ClC1=C(C=C(C(=C1)OC=1C=CC2=CN(N=C2C1)C)Cl)NC=1C2=C(N=CN1)C=CC(=N2)OC2CCN(CC2)C(C=C)=O 1-(4-((4-((2,5-dichloro-4-((2-methyl-2H-indazol-6-yl)oxy)phenyl)amino)pyrido[3,2-d]pyrimidin-6-yl)oxy)piperidin-1-yl)prop-2-en-1-one